6-(5-cyano-1H-pyrrolo[2,3-b]pyridin-1-yl)-N-((1r,4r)-4-(((2-(2,6-dioxopiperidin-3-yl)-1-oxoisoindolin-5-yl)methyl)carbamoyl)cyclohexyl)-4-(isopropylamino)nicotinamide C(#N)C=1C=C2C(=NC1)N(C=C2)C2=NC=C(C(=O)NC1CCC(CC1)C(NCC=1C=C3CN(C(C3=CC1)=O)C1C(NC(CC1)=O)=O)=O)C(=C2)NC(C)C